C(CCCCCCC)N(C1=CC=CC2=CC=CC=C12)C1=CC=CC=C1 N-octyl-phenyl-alpha-naphthylamine